C(=O)(O)C=1C=C(C=CC1C(=O)O)C=1SC2=C(N1)C=C(C(=C2)C(=O)O)C(=O)O 2-(3',4'-dicarboxyphenyl)5,6-dicarboxybenzothiazole